N-((R)-((1s,2R,3s,5s,7R)-1,5-dichloroadamantan-2-yl)(phenyl)methyl)-2-nitrobenzenesulfonamide Cl[C@@]12[C@H]([C@@H]3C[C@@](C[C@H](C1)C3)(C2)Cl)[C@@H](NS(=O)(=O)C2=C(C=CC=C2)[N+](=O)[O-])C2=CC=CC=C2